C(C)(=O)N1CC2(CN(C2)CC2=C(C(=NC=C2)NC=2C(=C(C=CC2)C2=C(C(=NC=C2)C2=CC(=C(CNCC3CCC(N3)=O)C=C2)OC)Cl)Cl)F)CC1 5-(((4-(4-(3-((4-((6-acetyl-2,6-diazaspiro[3.4]octan-2-yl)methyl)-3-fluoropyridin-2-yl)amino)-2-chlorophenyl)-3-chloropyridin-2-yl)-2-methoxybenzyl)amino)methyl)pyrrolidin-2-one